lithium phosphate trilithium [Li+].[Li+].[Li+].P(=O)([O-])([O-])[O-].[Li+]